ClC=1C=C(CN2N=C3C(=C2)C=NC3)C=CC1 2-(3-chlorobenzyl)-2,6-dihydropyrrolo[3,4-c]pyrazole